ethyl 4-(2-aminoethyl)-2-(methylthio)pyrimidine-5-carboxylate hydrochloride Cl.NCCC1=NC(=NC=C1C(=O)OCC)SC